9,9'-(4-(3-(pyridin-2-yl)phenyl)pyridine-2,6-diyl)bis(N3,N3,N6,N6-tetraphenyl-9H-carbazole-3,6-diamine) N1=C(C=CC=C1)C=1C=C(C=CC1)C1=CC(=NC(=C1)N1C2=CC=C(C=C2C=2C=C(C=CC12)N(C1=CC=CC=C1)C1=CC=CC=C1)N(C1=CC=CC=C1)C1=CC=CC=C1)N1C2=CC=C(C=C2C=2C=C(C=CC12)N(C1=CC=CC=C1)C1=CC=CC=C1)N(C1=CC=CC=C1)C1=CC=CC=C1